(R)-6-(2-(3-chlorophenyl)-2-hydroxyacetyl)-2-(1-phenyl-cyclopropyl)-3,5,6,7,8,9-hexahydro-4H-pyrimido[5,4-c]azepin-4-one ClC=1C=C(C=CC1)[C@H](C(=O)N1CC2=C(CCC1)N=C(NC2=O)C2(CC2)C2=CC=CC=C2)O